C(C1=CC=CC=C1)N(C(C(F)(F)F)=O)[C@H]1[C@@H]2[C@H](N([C@H]1CO[Si](CC)(CC)CC)C(=O)OC)COC2 Methyl (2R,3S,3aR,6aS)-3-(N-benzyl-2,2,2-trifluoroacetamido)-2-(((triethylsilyl)oxy)-methyl)hexahydro-1H-furo[3,4-b]pyrrole-1-carboxylate